COC1=NC2=CC=CC=C2C=C1C1=NN=C(O1)[C@H](CCCCCC(CC)=O)NC(=O)C1CC12CCNCC2 N-((S)-1-(5-(2-methoxyquinolin-3-yl)-1,3,4-oxadiazol-2-yl)-7-oxononyl)-6-azaspiro[2.5]octane-1-carboxamide